[Si](C1=CC=CC=C1)(C1=CC=CC=C1)(C(C)(C)C)OCC(CN1[C@@H](C=2NC3=CC=CC=C3C2C[C@H]1C)C1=CN=C(S1)O[C@@H]1CNCCC1)(F)F 5-((1S,3R)-2-(3-((tert-butyldiphenylsilyl)oxy)-2,2-difluoropropyl)-3-methyl-2,3,4,9-tetrahydro-1H-pyrido[3,4-b]indol-1-yl)-2-(((S)-piperidin-3-yl)oxy)thiazole